methyl 2-[4-[4,6-bis(4-phenylphenyl)-1,3,5-triazin-2-yl]-3-hydroxy-phenoxy]-3-butoxy-propanoate C1(=CC=CC=C1)C1=CC=C(C=C1)C1=NC(=NC(=N1)C1=CC=C(C=C1)C1=CC=CC=C1)C1=C(C=C(OC(C(=O)OC)COCCCC)C=C1)O